N1,N1-dimethylbenzene-1,3-diamine CN(C1=CC(=CC=C1)N)C